COC(=O)[C@@H]1N(C[C@@H](C1)O)C1(C2=CC=CC=C2C=2C=CC=CC12)C1=CC=CC=C1 (2R,4R)-4-hydroxy-1-(9-phenylfluoren-9-yl)pyrrolidine-2-carboxylic acid methyl ester